FC(C=1C=C2C=C(C=NC2=CC1)NC1=NC(=NC=C1)NC1=CC2=C(OC(CO2)CN(C)C)C=C1)F 4-[6-(difluoromethyl)-3-quinolylamino]-2-{2-[(dimethylamino)methyl]-2,3-dihydro-1,4-benzodioxin-6-ylamino}pyrimidine